N1(CCCC1)C1=CC=C(C=C1)B(O)O (4-(pyrrolidin-1-yl)phenyl)boronic acid